C[C@]12CCC(=O)[C@H]([C@@H]1CCC2=O)CCC(=O)SCCNC(=O)CCNC(=O)[C@@H](C(C)(C)COP(=O)([O-])OP(=O)([O-])OC[C@@H]3[C@H]([C@H]([C@@H](O3)N4C=NC5=C(N=CN=C54)N)O)OP(=O)([O-])[O-])O The molecule is an acyl-CoA(4-) arising from deprotonation of the phosphate and diphosphate OH groups of 9,17-dioxo-1,2,3,4,10,19-hexanorandrostan-5-oyl-CoA; major species at pH 7.3.